N-[(1R,2R)-2-hydroxycyclohexyl]-N-methyl-methanesulfonamide O[C@H]1[C@@H](CCCC1)N(S(=O)(=O)C)C